BrC1=CC=CC(=N1)C(C)NCC1=C(C=C(C=C1)OC)OC 1-(6-bromo-2-pyridyl)-N-[(2,4-dimethoxyphenyl)methyl]ethanamine